N-caffeoylglycine methyl ester COC(CNC(\C=C\C1=CC(O)=C(O)C=C1)=O)=O